(R)-1-((2R,6R)-4-(8-cyanoquinolin-5-yl)-6-methylmorpholin-2-yl)-3-phenylpropyl methanesulfonate CS(=O)(=O)O[C@H](CCC1=CC=CC=C1)[C@H]1CN(C[C@H](O1)C)C1=C2C=CC=NC2=C(C=C1)C#N